N-(3-fluoro-4-hydroxy-5-methoxybenzyl)-8-methylnonanamide FC=1C=C(CNC(CCCCCCC(C)C)=O)C=C(C1O)OC